(Z)-4-methyl-N-(3-(naphthalen-1-yl)-1,4,8-triphenyl-7-oxa-1,2-diazaspiro[4.4]nona-2,8-dien-6-ylidene)benzenesulfonamide CC1=CC=C(C=C1)S(=O)(=O)\N=C/1\C2(C(C(=NN2C2=CC=CC=C2)C2=CC=CC3=CC=CC=C23)C2=CC=CC=C2)C=C(O1)C1=CC=CC=C1